(2R,3S,4S,5R)-3-(3,4-difluoro-2-methylsulfanylphenyl)-N-(6-((S)-1,2-dihydroxyethyl)pyridin-3-yl)-4,5-dimethyl-5-(trifluoromethyl)tetrahydrofuran-2-carboxamide FC=1C(=C(C=CC1F)[C@H]1[C@@H](O[C@]([C@H]1C)(C(F)(F)F)C)C(=O)NC=1C=NC(=CC1)[C@@H](CO)O)SC